N1=CC(=CC=C1)C(=O)C1=CC=C(C=C1)[N+](=O)[O-] Pyridin-3-yl-(4-nitrophenyl)methanone